C[C@H]1CN(C[C@@H](O1)C)C=1C=2N(C=C(C1)S(=O)(=O)NC1(COC1)C)C(=NC2)C(=O)N2C[C@@](CC2)(C(F)(F)F)O |o1:30| 8-((2S,6S)-2,6-dimethylmorpholinyl)-3-((S*)-3-hydroxy-3-(trifluoromethyl)pyrrolidine-1-carbonyl)-N-(3-methyloxetan-3-yl)imidazo[1,5-a]pyridine-6-sulfonamide